NC1=NC(=C(C=2N1N=C(N2)CC2=NC=CC=C2F)C=2C=CC(N(C2)C)=O)C=2C=NN(C2)C 5-(5-amino-2-((3-fluoropyridin-2-yl)methyl)-7-(1-methyl-1H-pyrazol-4-yl)-[1,2,4]triazolo[1,5-c]pyrimidin-8-yl)-1-methylpyridin-2(1H)-one